(2R)-2-amino-3-(3-bromophenyl)propionic acid N[C@@H](C(=O)O)CC1=CC(=CC=C1)Br